BrC1=CN=C(C2=CN=C(C=C12)Cl)OC1CN(C1)C(=O)[C@H]1[C@H](C1)F (3-((4-Bromo-6-chloro-2,7-naphthyridin-1-yl)oxy)azetidin-1-yl)((1S,2S)-2-fluorocyclopropyl)methanone